5-(4-((9-(cyclopropylmethyl)-9H-purin-6-yl)oxy)phenyl)-N-(3-fluorophenyl)thiazol-2-amine C1(CC1)CN1C2=NC=NC(=C2N=C1)OC1=CC=C(C=C1)C1=CN=C(S1)NC1=CC(=CC=C1)F